tert-butylperoxy-acetate C(C)(C)(C)OOC(C)=O